O1C(=CC=C1)C=O furan-formaldehyde